(2-fluorobenzyl)sulfur FC1=C(C[S])C=CC=C1